C(C)(C)(C)OC(=O)N1CCN(CC1)C1=CC=C(C=N1)OB(O)O (6-(4-(tert-butoxycarbonyl)piperazine-1-yl)pyridin-3-yl)boric acid